isothiazolo[4,5-b]pyrazine S1N=CC2=NC=CN=C21